(Z)-9-Cyclobutyl-2-(6-(2-fluoro-2-(4-(pyridazin-4-yl)pyrimidin-2-yl)vinyl)-3-phenoxy-2-(trifluoromethyl)phenyl)-2,9-diazaspiro[5.5]undecane C1(CCC1)N1CCC2(CCCN(C2)C2=C(C(=CC=C2\C=C(\C2=NC=CC(=N2)C2=CN=NC=C2)/F)OC2=CC=CC=C2)C(F)(F)F)CC1